tert-butyl (3R,5S)-5-((6-chloropyrazin-2-yl)oxy)-3-methylazepane-1-carboxylate ClC1=CN=CC(=N1)O[C@H]1C[C@H](CN(CC1)C(=O)OC(C)(C)C)C